ClC1=CC(=C(C=C1)C1=NC(=NC2=C1N=C(N(C2=O)C)C)N2C[C@H](OCC2)C2=CN=NC(=C2)C)F 8-(4-chloro-2-fluorophenyl)-2,3-dimethyl-6-[(2R)-2-(6-methylpyridazin-4-yl)morpholin-4-yl]-3h,4h-pyrimido[5,4-d][1,3]diazin-4-one